10-(4'-chlorobiphenyl-2-yl)-10H-4b,9-diaza-indeno[1,2-a]inden-10-ol ClC1=CC=C(C=C1)C1=C(C=CC=C1)C1(C=2N(C3=CC=CC=C13)C=1C=CC=CC1N2)O